(8R,9S,10R)-10-(aminomethyl)-N-(4-methoxyphenyl)-9-(4-(phenylethynyl)phenyl)-1,6-diazabicyclo[6.2.0]decane-6-carboxamide NC[C@H]1[C@@H]([C@@H]2CN(CCCCN12)C(=O)NC1=CC=C(C=C1)OC)C1=CC=C(C=C1)C#CC1=CC=CC=C1